NC1=NC=C(C=C1C(=O)N[C@@H]1[C@H](CCC1)OCC1=CC=C(C=C1)C=1C=C2C=CN(C2=CC1)C1CCN(CC1)CCO)C(F)(F)F 2-amino-N-{(1S,2S)-2-[(4-{1-[1-(2-hydroxyethyl)piperidin-4-yl]-1H-indol-5-yl}phenyl)methoxy]cyclopentyl}-5-(trifluoromethyl)pyridine-3-carboxamide